C(C)(C)(C)OC(=O)N1[C@H]([C@@H](N(CC1)C(C)=O)C1=CC(=CC(=C1)Cl)Br)C trans-tert-butyl-4-acetyl-3-(3-bromo-5-chlorophenyl)-2-methylpiperazine-1-carboxylate